C1CCN(C(C1)C(=O)O)O The molecule is an N-hydroxy-alpha-amino-acid resulting from the formal N-hydroxylation of the amino group of piperidine-carboxylic acid (pipecolic acid). It is a N-hydroxy-alpha-amino-acid and a piperidinemonocarboxylic acid. It derives from a pipecolic acid.